OC(C)(C)C=1C(=CC2=CN(N=C2C1)C1CCN(CC1)C1CCN(CC1)C(=O)OC(C)(C)C)NC(=O)C1=NC(=CC=C1)C(F)(F)F tert-butyl 4-(6-(2-hydroxypropan-2-yl)-5-(6-(trifluoromethyl) pyridinecarboxamido)-2H-indazol-2-yl)-[1,4'-bipiperidine]-1'-carboxylate